ClC1=C(C=C(N=N1)NC(C(C)(C)C)=O)[C@@H](COC)N1C(N[C@@H](C1)C(F)(F)F)=O N-[6-chloro-5-[(1S)-2-methoxy-1-[(4S)-2-oxo-4-(trifluoromethyl)imidazolidin-1-yl]ethyl]pyridazin-3-yl]-2,2-dimethyl-propanamide